O=C[C@@H](C[C@H](N)C(=O)O)C (4R)-5-oxoleucine